3,5-dimethyl-3,5-Heptanediol Dibenzoate C(C1=CC=CC=C1)(=O)OC(CC)(CC(CC)(OC(C1=CC=CC=C1)=O)C)C